CN1CCC(CC1)NC1=CC=CC2=C1S(C=C2CC(F)(F)F)(=O)=O 7-((1-methylpiperidin-4-yl)amino)-1,1-dioxido-3-(2,2,2-trifluoroethyl)benzo[b]thiophen